ClC1=C(C(=NC2=CC=CC=C12)C(=O)OCC)C(=O)OCC diethyl 4-chloroquinoline-2,3-dicarboxylate